[OH-].[Nd+3].[OH-].[OH-] Neodymium hydroxide